3-(trimethoxysilylpropyl)dimethylhexadecylammonium chloride [Cl-].CO[Si](OC)(OC)CCCC(CC[NH+](C)C)CCCCCCCCCCCCC